C(CCCCCCCCCCC\C=C\CCCCCCCC)NC(CCCCCCCCCCCCCCCCC)=O N-[(E)-docosa-13-enyl]octadecanamide